6-(difluoromethoxy)-4-methylpyridin FC(OC1=CC(=CC=N1)C)F